3-[(3-chloro-2-methoxyphenyl)amino]-2-(3-{2-[1-(difluoromethyl)cyclopropyl]ethynyl}pyridin-4-yl)-1,5,6,7-tetrahydroindol-4-one ClC=1C(=C(C=CC1)NC1=C(NC=2CCCC(C12)=O)C1=C(C=NC=C1)C#CC1(CC1)C(F)F)OC